3-chloro-2-(4,5-dimethyl-1,2,4-triazol-3-yl)-5,6,7,8-tetrahydro-4H-pyrazolo[1,5-a][1,4]diazepine ClC=1C(=NN2C1CNCCC2)C2=NN=C(N2C)C